CC(CNCC1=C2C(=NC(=C1)C#N)C=CN2)C 7-{[(2-methylpropyl)amino]methyl}-1H-pyrrolo[3,2-b]pyridine-5-carbonitrile